ClC1=CC=C2C(=N1)N=C(O2)NCC2CN(C2)C(=O)OC(C)(C)C tert-Butyl 3-[[(5-chlorooxazolo[4,5-b]pyridin-2-yl)amino]methyl]azetidine-1-carboxylate